ClC1=C(C=C2C=C(C(NC2=C1)=O)C=1C=C(C=CC1)CC(=O)O)C1=CC=C(C=C1)OCCCOC 2-(3-(7-chloro-6-(4-(3-methoxypropoxy)phenyl)-2-oxo-1,2-dihydro-quinolin-3-yl)phenyl)acetic acid